antimony oxide Magnesium hydroxide [OH-].[Mg+2].[Sb+]=O.[OH-].[OH-]